C1OCC12CC(C2)CN2C[C@@H]1[C@H](C2)CC(C1)NC=1N=NC(=CC1)C1=C(C(=CC(=C1)F)F)F (3aR,5s,6aS)-2-((2-oxaspiro[3.3]heptan-6-yl)methyl)-N-(6-(2,3,5-trifluorophenyl)pyridazin-3-yl)octahydrocyclopenta[c]pyrrol-5-amine